N12CC(C(CC1)CC2)N(C(=O)OC(C)(C)C=2N=NN(N2)C(C2=CC=CC=C2)(C2=CC=CC=C2)C2=CC=CC=C2)[C@H]2CCOC1=CC(=CC=C21)C2=CN=CC1=CC=CC=C21 2-(2-trityl-2H-tetrazol-5-yl)propan-2-ol (S)-quinuclidin-3-yl-(7-(isoquinolin-4-yl)chroman-4-yl)carbamate